C(C)(C)(C)C1=CC(=NO1)NC(=O)NC1CCC=2NC3=CC=C(C=C3C2C1)C(=O)N1CCOCC1 1-(5-tert-Butylisoxazol-3-yl)-3-(6-(morpholine-4-carbonyl)-2,3,4,9-tetrahydro-1H-carbazol-3-yl)urea